Ethyl-N-[7-bromo-2-(1-methyl-1H-pyrazol-4-yl)[1,2,4]triazolo[1,5-c]quinazolin-5-yl]-D-alanine C(C)N([C@H](C)C(=O)O)C1=NC=2C(=CC=CC2C=2N1N=C(N2)C=2C=NN(C2)C)Br